ClC1=C(C(=O)N(CC2=NC(=CC=C2)C)C2=CC(=C(C=C2)Cl)C2=NC=CC=C2)C=CC(=C1)C(=O)N 2-chloro-N1-(4-chloro-3-(pyridin-2-yl)phenyl)-N-((6-methylpyridin-2-yl)methyl)terephthalamide